[N+](=[N-])=CC(CC[C@@H](C(=O)OC(C)C)NC([C@@H](C1=NC=NC=C1)O)=O)=O isopropyl (S)-6-diazo-2-((R)-2-hydroxy-2-(pyrimidin-4-yl)acetamido)-5-oxohexanoate